FC(C(=O)[O-])(F)F.C(#N)C1=CC(=C(C=C1F)[NH3+])NS(=O)(=O)C1=C(C=CC(=C1)C(=O)OC)C1CC1 4-cyano-2-((2-cyclopropyl-5-(methoxycarbonyl)phenyl)sulfonamido)-5-fluorobenzenaminium trifluoroacetate